C(C)N1CCN(CC1)CC1=C(C=C(C=C1)NC(C1=CC(=C(C=C1)C)OC1=NC=NC(=C1)NC1=NN(C=C1)C)=O)C(F)(F)F N-(4-((4-ethylpiperazin-1-yl)methyl)-3-(tri-fluoromethyl)phenyl)-4-methyl-3-((6-((1-methyl-1H-pyrazol-3-yl)amino)pyrimidin-4-yl)oxy)benzamide